tri(biphenylyl)(Naphthylphenyl)biphenyldiamine C1(=C(C=CC=C1)C1=C(C=CC=C1)C1=C(C(=C(C(=C1C1=C(C=CC=C1)C1=CC=CC=C1)C1=C(C=CC=C1)C1=CC=CC=C1)C1=C(C=CC=C1)C1=CC=CC2=CC=CC=C12)N)N)C1=CC=CC=C1